C(C\C=C\CC)N1N=CNC1=O 2,4-dihydro-2-((E)-hex-3-enyl)-3H-1,2,4-triazol-3-one